ClC=1C=C(C=CC1)C(C)NC(=O)NC1=CC=C(C=C1)S(=O)(=O)CC=1C=C2CNCC2=CC1 1-(1-(3-chlorophenyl)ethyl)-3-(4-((isoindolin-5-ylmethyl)sulfonyl)phenyl)urea